CC1=NC=CC(=C1)N1C=NC(=C1)[N+](=O)[O-] 2-methyl-4-(4-nitro-1H-imidazol-1-yl)pyridine